C1(C=CC(N1C1=CC=C(C=C1)CCCC(=O)ON1C(C(CC1=O)S(=O)(=O)O)=O)=O)=O sulfosuccinimidyl 4-[p-maleimidophenyl]-butyrate